8-oxo-5,6,7,8-tetrahydronaphthalen-2-yl trifluoromethanesulphonate FC(S(=O)(=O)OC1=CC=2C(CCCC2C=C1)=O)(F)F